C(C)S(=O)(=O)C=1C=C(C2=C(N(C(C(O2)(C)C)=O)C)C1)C=1C2=C(C(N(C1)C)=O)NC=C2 6-(ethylsulfonyl)-2,2,4-trimethyl-8-(6-methyl-7-oxo-6,7-dihydro-1H-pyrrolo[2,3-c]pyridin-4-yl)-2H-1,4-benzoxazin-3(4H)-one